4-(6-chloro-[1,2,4]triazolo[1,5-a]pyridin-8-yl)morpholine ClC=1C=C(C=2N(C1)N=CN2)N2CCOCC2